BrC=1C(=C(C=CC1)NC1=NC=CC=2C1=NC=CN2)Cl N-(3-bromo-2-chloro-phenyl)pyrido[3,4-b]pyrazin-5-amine